4-[(2-bromo-6-fluorophenyl)amino]-2-[(6-methoxy-2-methyl-1,2,3,4-tetrahydroisoquinolin-7-yl)amino]pyrimidine-5-carboxamide BrC1=C(C(=CC=C1)F)NC1=NC(=NC=C1C(=O)N)NC1=C(C=C2CCN(CC2=C1)C)OC